hexaneic acid C(CCCCC)(=O)O